ClC=1C=C(C=CC1OCCOC)N1N=C(C=C1CC(C)C)NC1=C(C(=O)O)C=C(C=N1)C=1SC=CC1 2-[[1-[3-chloro-4-(2-methoxyethoxy)phenyl]-5-isobutyl-pyrazol-3-yl]amino]-5-(thiophen-2-yl)nicotinic acid